methacrylic acid β-hydroxyethyl-methacrylate OCCOC(C(=C)C)=O.C(C(=C)C)(=O)O